COC1(C(N(C2=CC=3C(=NN=C(C3C=C21)C)N[C@H](C)C2=CC(=CC=C2)C(CO)(F)F)C)=O)C 3-methoxy-1,3,5-trimethyl-8-[[(1R)-1-[3-(1,1-difluoro-2-hydroxy-ethyl)phenyl]ethyl]amino]pyrrolo[2,3-g]phthalazin-2-one